ClC=1C=C(C(=NC1)OC1=C(C(=CC=C1)OC)N1N=CC(=C1)C(F)(F)F)F 5-chloro-3-fluoro-2-[3-methoxy-2-[4-(trifluoromethyl)pyrazol-1-yl]phenoxy]pyridine